R-2-(2-nitrobenzyl)-1-cyclopentanone [N+](=O)([O-])C1=C(C[C@@H]2C(CCC2)=O)C=CC=C1